CN1N=CC(=C1)C1=C2C(=NC=C1)NC=C2C=2C=C1C(=NC=NC1=CC2)OC2CCN(CC2)C 6-(4-(1-methyl-1H-pyrazol-4-yl)-1H-pyrrolo[2,3-b]pyridin-3-yl)-4-((1-methylpiperidin-4-yl)oxy)quinazoline